2-acetyl-hydroxymyristic acid C(C)(=O)C(C(=O)O)(CCCCCCCCCCCC)O